C(C)(=O)C1=CC=C(C=C1)S(=O)(=O)N=[N+]=[N-] 4-acetylbenzenesulfonyl azide